2-benzyl-5-phenyl-1,3,4-thiadiazole C(C1=CC=CC=C1)C=1SC(=NN1)C1=CC=CC=C1